ethyl 3-[4-(isopropylamino)-2-(methylsulfanyl)pyrimidin-5-yl]-3-oxopropanoate C(C)(C)NC1=NC(=NC=C1C(CC(=O)OCC)=O)SC